COC(C1=C(C=CC(=C1)C1=NOC(N1C(C)C)(C)C)OC)=O.C1(CC1)C1=NN(C=C1F)C1=NC=C(C=C1)C1OCCO1 2-(3-cyclopropyl-4-fluoro-1H-pyrazol-1-yl)-5-(1,3-dioxolan-2-yl)pyridine methyl-5-(4-isopropyl-5,5-dimethyl-4,5-dihydro-1,2,4-oxadiazol-3-yl)-2-methoxybenzoate